C(OC[C@@H]1N(S(OC1)=O)C(=O)OC(C)(C)C)([2H])([2H])[2H] tert-butyl (4S)-4-[(2H3)methoxymethyl]-2-oxo-1,2lambda4,3-oxathiazolidine-3-carboxylate